BrC=1C(=CC2=C(N(CC(NS2(=O)=O)CCC2CC2)C2=CC=CC=C2)C1)OC 7-bromo-3-(2-cyclopropylethyl)-8-methoxy-5-phenyl-2,3,4,5-tetrahydrobenzo[f][1,2,5]thiadiazepine 1,1-dioxide